N=1C=NN2C1C=C(C=C2)C=2C(=C1CCCC1=CC2)NC(=O)NS(=O)(=O)C=2SC=C(C2)C(C)(C)O N-((5-([1,2,4]triazolo[1,5-a]pyridin-7-yl)-2,3-dihydro-1H-inden-4-yl)carbamoyl)-4-(2-hydroxypropan-2-yl)thiophene-2-sulfonamide